4,5-ditetrazolyl-imidazole N1N=NN=C1C=1N=CNC1C1=NN=NN1